COC1=C(C=CC(=C1)C(F)(F)F)C(C#C[Si](C)(C)C)=O 1-[2-methoxy-4-(trifluoromethyl)phenyl]-3-trimethylsilyl-prop-2-yn-1-one